N4-allyl-N2-(2-methoxy-4-((4-morpholino-piperidin-1-yl)sulfonyl)phenyl)-5-(trifluoromethyl)-7H-pyrrolo[2,3-d]pyrimidine-2,4-diamine C(C=C)NC=1C2=C(N=C(N1)NC1=C(C=C(C=C1)S(=O)(=O)N1CCC(CC1)N1CCOCC1)OC)NC=C2C(F)(F)F